CC1=CC=C(C(=O)C2=CC=C(C=O)C=C2)C=C1 4-(4-methylbenzoyl)benzaldehyde